(2R,3R,5R,6s)-2-[(2R)-hex-5-en-2-yloxy]-6-methyl-oxane-3,5-diol C[C@H](CCC=C)O[C@@H]1O[C@H]([C@@H](C[C@H]1O)O)C